[5-(4-diethylamino-butylamino)-pyridin-2-ylamino]-5-methyl-8H-pyrido[2,3-d]Pyrimidin-7-one C(C)N(CCCCNC=1C=CC(=NC1)NC=1N=CC2=C(N1)NC(C=C2C)=O)CC